CC1(CC1)N(C([O-])=O)C1=C(C=C(C=C1)C=1C=C(N2N=CN=C(C21)N)C2=NN(C=C2)C)OC 1-Methylcyclopropyl(4-(4-amino-7-(1-methyl-1H-pyrazol-3-yl)pyrrolo[2,1-F][1,2,4]triazin-5-yl)-2-methoxyphenyl)carbamate